ClC1=C(C(=C(C(=N1)SCC1=CC=C(CNC(C)=O)C=C1)C#N)CC)C#N N-(4-(((6-chloro-3,5-dicyano-4-ethylpyridin-2-yl)thio)methyl)benzyl)acetamide